(3-chloro-1-(pyridin-2-yl)-1H-pyrazol-4-yl)methanone ClC1=NN(C=C1C=O)C1=NC=CC=C1